BrCC=1C=C(C=C(C1CBr)C1=CC=CC=C1)C#N 5,6-bis(bromomethyl)-[1,1'-biphenyl]-3-carbonitrile